3-(pyridin-4-ylmethyl)pyrrolidine-2-carboxylic acid N1=CC=C(C=C1)CC1C(NCC1)C(=O)O